NC1=NC=2C(=NC=C(C2)C=2C=CC(=NC2)P(C)(C)=O)N1CC1=CC(=C(C=C1)OCC1=CC=C(C=C1)OC)OC (5-(2-Amino-3-(3-methoxy-4-((4-methoxybenzyl)oxy)benzyl)-3H-imidazo[4,5-b]pyridin-6-yl)pyridin-2-yl)dimethylphosphine oxide